1,4-dipropoxy-1,4-dichlorobutane C(CC)OC(CCC(Cl)OCCC)Cl